C(#N)C=1C=C(C=CC1F)NC(=O)N1CC=2C(=NN3C2C(C[C@H](CC3)CF)(F)F)C[C@H]1C |o1:21| (3R,9S*)-N-(3-Cyano-4-fluorophenyl)-11,11-difluoro-9-(fluoromethyl)-3-methyl-3,4,8,9,10,11-hexahydro-1H-pyrido[4',3':3,4]pyrazolo[1,5-a]azepine-2(7H)-carboxamide